(2-Fluoro-6-methoxyphenyl)-N-methyl-N-(2,2,6,6-tetramethylpiperidin-4-yl)pyridazin-3-amine FC1=C(C(=CC=C1)OC)C1=C(N=NC=C1)N(C1CC(NC(C1)(C)C)(C)C)C